3,5-dichloropyridine-4-carbohydrazide ClC=1C=NC=C(C1C(=O)NN)Cl